ClC1=C(C=CC=C1)C1(C(C=C(C=C1)NC1=C(C=CC=C1)Cl)OCCOC)N 1,N4-bis(2-chlorophenyl)-2-(2-methoxyethoxy)benzene-1,4-diamine